cyano-3'-fluoro-5'-methyl-[1,1'-biphenyl] C(#N)C1=C(C=CC=C1)C1=CC(=CC(=C1)C)F